2-[3-[(2R)-1-(4-methyl-4H-1,2,4-triazol-3-yl)propan-2-yl]phenyl]-6-[1-(oxan-2-yl)-1H-pyrazol-5-yl]-4-(trifluoromethyl)isoindolin-1-one CN1C(=NN=C1)C[C@@H](C)C=1C=C(C=CC1)N1C(C2=CC(=CC(=C2C1)C(F)(F)F)C1=CC=NN1C1OCCCC1)=O